(E)-3-(2-(tert-Butyl)-4-(3-chlorophenyl)thiazol-5-yl)-N-(2-oxo-2,3-dihydro-1H-benzo[d]imidazol-4-yl)acrylamid C(C)(C)(C)C=1SC(=C(N1)C1=CC(=CC=C1)Cl)/C=C/C(=O)NC1=CC=CC=2NC(NC21)=O